(S)-2-(1-acryloyl-4-(7-(8-chloro-7-fluoronaphthalen-1-yl)-8-fluoro-2-((1-(pyrrolidin-1-ylmethyl)cyclopropyl)methoxy)pyridino[4,3-d]pyrimidin-4-yl)piperazin-2-yl)acetonitrile C(C=C)(=O)N1[C@H](CN(CC1)C=1C2=C(N=C(N1)OCC1(CC1)CN1CCCC1)C(=C(N=C2)C2=CC=CC1=CC=C(C(=C21)Cl)F)F)CC#N